3-methylmorpholine trifluoroacetate FC(C(=O)O)(F)F.CC1NCCOC1